N-((2S,3S)-2-((3'-fluorobiphenyl-3-yl)methyl)-1-((1-hydroxycyclobutyl)carbonyl)pyrrolidin-3-yl)methanesulfonamide FC=1C=C(C=CC1)C1=CC(=CC=C1)C[C@@H]1N(CC[C@@H]1NS(=O)(=O)C)C(=O)C1(CCC1)O